tris(N,N'-di-i-propylformamidine) lanthanum (III) [La+3].C(C)(C)NC=NC(C)C.C(C)(C)NC=NC(C)C.C(C)(C)NC=NC(C)C